2,3-dihydro-1,2-benzisothiazol-3-one S1NC(C2=C1C=CC=C2)=O